trans-2-cis-6-nonadienol CC/C=C\CC/C=C/CO